C(=O)O.NCCC[C@H](C(C)C)N1CC2(C1)CN(CC2)C=2N=C(N=NC2OC2=C(C(=O)N(C(C)C)CC)C=C(C=C2)F)OC (R)-2-((5-(2-(6-amino-2-methylhexan-3-yl)-2,6-diazaspiro[3.4]oct-6-yl)-3-methoxy-1,2,4-triazin-6-yl)oxy)-N-ethyl-5-fluoro-N-isopropylbenzamide formate